C(C)N1CC2(CN(C2)C=2C(=NC=CC2)N)C1 (6-Ethyl-2,6-diazaspiro[3.3]hept-2-yl)pyridin-2-amine